bis(3,5-dichloro-4-pyridinyl)(1,3,5-trichlorophenyl)methane tert-butyl-(2S,4R)-2-(((S)-(5-bromo-6-fluoropyridin-2-yl)(phenyl)methyl)carbamoyl)-4-fluoropyrrolidine-1-carboxylate C(C)(C)(C)OC(=O)N1[C@@H](C[C@H](C1)F)C(N[C@@H](C1=CC=CC=C1)C1=NC(=C(C=C1)Br)F)=O.ClC=1C=NC=C(C1C(C1(CC(=CC(=C1)Cl)Cl)Cl)C1=C(C=NC=C1Cl)Cl)Cl